Ethyl 4-bromo-5-(bromomethyl)-1-[4-chloro-2-(2-fluorobenzoyl) phenyl]-1H-pyrazole-3-carboxylate BrC=1C(=NN(C1CBr)C1=C(C=C(C=C1)Cl)C(C1=C(C=CC=C1)F)=O)C(=O)OCC